C1(=CC=CC=C1)C(C1=CC=C(C=C1)O)C1=CC=C(C=C1)O 1-phenyl-1,1-bis(4-hydroxyphenyl)methane